hexahydronaphthalene-1,5-dione C1(CCCC2C(CCC=C12)=O)=O